NC1=C2C(N(C(=NC2=CC=C1C#N)C)C1C(NC(CC1)=O)=O)=O 5-amino-3-(2,6-dioxo-3-piperidyl)-2-methyl-4-oxo-quinazoline-6-carbonitrile